2-chloro-5-(trifluoromethoxy)benzoyl-hydrazine ClC1=C(C(=O)NN)C=C(C=C1)OC(F)(F)F